BrC=1C=C(OC1Br)C(=O)N[C@H](C(=O)NC=1C(N(C=CC1)CC(=O)NC1C2CC3CC(CC1C3)C2)=O)CCC(C(=O)NC)=O (S)-2-(4,5-dibromofuran-2-carboxamido)-N1-(1-(2-(2-adamantylamino)-2-oxoethyl)-2-oxo-1,2-dihydropyridin-3-yl)-N6-methyl-5-oxohexanediamide